[C@@H]12OC[C@@H](N(C1)CC=1C=NC(=NC1)N1CCC(CC1)N1C3=C(N(C(C1=O)=O)C)C=C(C=N3)Cl)C2 4-(1-(5-(((1S,4S)-2-oxa-5-azabicyclo[2.2.1]heptan-5-yl)methyl)pyrimidin-2-yl)piperidin-4-yl)-7-chloro-1-methyl-1,4-dihydropyrido[2,3-b]pyrazine-2,3-dione